O=C[C@H](O)[C@@H](O)[C@@H](O)[C@H](O)C 6-deoxygalactose